5,6,7,8-tetrahydro-quinoline-2-carboxylic acid N1=C(C=CC=2CCCCC12)C(=O)O